2-(methacryloyloxy)-ethyl 4-azido-2,3,5,6-tetrafluorobenzoate N(=[N+]=[N-])C1=C(C(=C(C(=O)OCCOC(C(=C)C)=O)C(=C1F)F)F)F